C(C)(=O)O[C@@H](C(=O)NCCC(=O)OCC1=CC=CC=C1)[C@H](C(=O)NCCC(=O)OCC1=CC=CC=C1)OC(C)=O Dibenzyl 3,3'-(((2R,3R)-2,3-diacetoxysuccinyl)bis(azanediyl))dipropionate